Methyl 4-(benzyloxy)quinoline-2-carboxylate C(C1=CC=CC=C1)OC1=CC(=NC2=CC=CC=C12)C(=O)OC